Methyl (1R,5R)-5-hydroxycyclohex-3-ene-1-carboxylate O[C@H]1C=CC[C@H](C1)C(=O)OC